2-(2-(cyclopropanesulfonamido)thiazol-4-yl)-N-(5-(6-(2-methoxypropan-2-yl)pyrazin-2-yl)pyridin-2-yl)-2-methylpropanamide C1(CC1)S(=O)(=O)NC=1SC=C(N1)C(C(=O)NC1=NC=C(C=C1)C1=NC(=CN=C1)C(C)(C)OC)(C)C